C(=O)(OCC1=CC=CC=C1)C(CC[C@H](N)C(=O)O)N |r| delta-CBZ-DL-ornithine